3-(7-chloro-5-cyclopentyl-3-isobutyl-2-methyl-1,1-dioxido-2,3,4,5-tetrahydrobenzo[f][1,2,5]thiadiazepin-8-yl)benzoic acid ClC=1C(=CC2=C(N(CC(N(S2(=O)=O)C)CC(C)C)C2CCCC2)C1)C=1C=C(C(=O)O)C=CC1